2-[6-(1H-pyrazolo[4,3-b]pyridin-5-ylmethyl)-2-azaspiro[3.3]heptane-2-carbonyl]-2,5-diazaspiro[3.4]octan-6-one N1N=CC2=NC(=CC=C21)CC2CC1(CN(C1)C(=O)N1CC3(C1)NC(CC3)=O)C2